ClC=1C(=NC(=CN1)Cl)C#N 3,6-dichloro-2-cyanopyrazine